2-(2-Bromophenyl)-N-[4-(4-cyano-1H-pyrazol-1-yl)-3-sulfamoylphenyl]acetamide BrC1=C(C=CC=C1)CC(=O)NC1=CC(=C(C=C1)N1N=CC(=C1)C#N)S(N)(=O)=O